N-[3-chloro-4-[4-(piperidine-4-carbonyl)piperazine-1-carbonyl]phenyl]-5-[2-fluoro-6-[5-(4-methoxyphenyl)-1H-pyrazol-4-yl]-3-pyridyl]-1-methyl-imidazole-2-carboxamide ClC=1C=C(C=CC1C(=O)N1CCN(CC1)C(=O)C1CCNCC1)NC(=O)C=1N(C(=CN1)C=1C(=NC(=CC1)C=1C=NNC1C1=CC=C(C=C1)OC)F)C